N1=CC=C(C2=CC=CC=C12)C=1C(=NC(=CC1)N)N quinolin-4-yl-pyridine-2,6-diamine